C(=O)OC(C(=O)OCC(CC)C)(C)C 2-methylbutyl α-formyloxyisobutyrate